C1(CC1)NC1=NC(=NC=C1C(F)(F)F)NC=1C=NC=2CNCCC2C1 N4-cyclopropyl-N2-(5,6,7,8-tetrahydro-1,7-naphthyridin-3-yl)-5-(trifluoromethyl)pyrimidine-2,4-diamine